2-Amino-N-((8-chloro-1-cyano-5-(2-methyl-1,1-dioxidothiomorpholino)imidazo[1,5-a]pyridin-6-yl)methyl)pyrazolo[1,5-a]pyrimidine-3-carboxamide trifluoroacetate salt FC(C(=O)O)(F)F.NC1=NN2C(N=CC=C2)=C1C(=O)NCC=1C=C(C=2N(C1N1CC(S(CC1)(=O)=O)C)C=NC2C#N)Cl